tert-butyl (S or R)-4-(6-(6-(2,2-difluorocyclopropyl)pyridinecarboxamido)-8-fluoro-7-(2-hydroxypropan-2-yl)imidazo[1,2-a]pyridin-2-yl)piperidine-1-carboxylate FC1([C@@H](C1)C1=CC=CC(=N1)C(=O)NC=1C(=C(C=2N(C1)C=C(N2)C2CCN(CC2)C(=O)OC(C)(C)C)F)C(C)(C)O)F |o1:2|